benzyl (2-(5-(1-(((R)-tert-butylsulfinyl)amino)ethyl)selenophen-3-yl)benzyl)(methyl)carbamate C(C)(C)(C)[S@@](=O)NC(C)C1=CC(=C[Se]1)C1=C(CN(C(OCC2=CC=CC=C2)=O)C)C=CC=C1